1-(tert-butyl) 2-methyl (2R,4R)-4-(difluoromethoxy)pyrrolidine-1,2-dicarboxylate FC(O[C@@H]1C[C@@H](N(C1)C(=O)OC(C)(C)C)C(=O)OC)F